N1=CN=C(C2=C1C=CC=N2)N2CC(CCC2)C(=O)N 1-pyrido[3,2-d]Pyrimidine-4-yl-piperidine-3-carboxamide